N-(4-(chlorodifluoromethoxy)phenyl)-1-(2-hydroxyethyl)-3,3-dimethyl-2-oxo-4-(1H-pyrazol-5-yl)indoline-6-carboxamide ClC(OC1=CC=C(C=C1)NC(=O)C1=CC(=C2C(C(N(C2=C1)CCO)=O)(C)C)C1=CC=NN1)(F)F